NC1=C(C=C(C=N1)C=1N=C(N(C1)C12CC(C1)(C2)N2CCOCC2)C(C(F)(F)F)O)C(F)(F)F 1-(4-(6-amino-5-(tri-fluoromethyl)pyridin-3-yl)-1-(3-morpholino-bicyclo[1.1.1]pentan-1-yl)-1H-imidazol-2-yl)-2,2,2-trifluoroethan-1-ol